ClC1=C(C=CC=C1)[C@H]1CC[C@H](N1C(C1=CN=C(C=C1)C1=C(C=CC=C1)Cl)=O)C(=O)O (2S,5R)-5-(2-chlorophenyl)-1-(6-(2-chlorophenyl)nicotinoyl)pyrrolidine-2-carboxylic acid